BrC=1C2=C(SC1)C=CC(=C2)C([2H])([2H])[2H] 3-bromo-5-(methyl-d3)benzo[b]thiophene